ClC1=CC=2C3=NNC=4C=CC(O[C@@H](CCNC(OCC(=C1)N2)=O)C)=CC34 (13R)-4-chloro-13-methyl-8,14-dioxa-10,19,20,23-tetraazatetracyclo[13.5.2.12,6.018,21]tricosa-1(20),2(23),3,5,15(22),16,18(21)-heptaen-9-one